tert-butyl N-(3-[1,1-difluoro-3-[(methylcarbamothioyl)-aminocarbamoyl] propan-2-yl]phenyl)carbamate FC(C(CC(N(N)C(NC)=S)=O)C=1C=C(C=CC1)NC(OC(C)(C)C)=O)F